S1CN(C=C1)C1=CC(=NC(=N1)N)N 6-(3-thiazolyl)-2,4-diaminopyrimidine